tri-hydroxymethylpropane sodium 2-acryloxyisopentenesulfonate C(C=C)(=O)OC(=CS(=O)(=O)[O-])C(C)C.[Na+].OC(O)(O)CCC